[C@H]1([C@H](O)[C@@H](O)[C@H](O)[C@H](O1)CO)OCC(=O)[C@@H](O)[C@H](O)[C@H](O)CO 1-O-α-D-Glucopyranosyl-D-fructose